C(C1=CC=CC=C1)OC(=O)N1[C@H](CN(CC1)C=1C2=C(N=C(N1)OC[C@H]1N(CCC1)C)CNC2)CC#N (S)-2-(cyanomethyl)-4-(2-(((S)-1-methylpyrrolidin-2-yl)methoxy)-6,7-dihydro-5H-pyrrolo[3,4-d]pyrimidin-4-yl)piperazine-1-carboxylic acid benzyl ester